3-(3-(difluoromethyl)-4-fluorophenyl)-1-((4-(2-hydroxy-2-methylpropyl)-5-(trifluoromethyl)-1H-pyrazol-3-yl)methyl)-1-(2-methoxypyrimidin-5-yl)urea FC(C=1C=C(C=CC1F)NC(N(C=1C=NC(=NC1)OC)CC1=NNC(=C1CC(C)(C)O)C(F)(F)F)=O)F